OC1=C(C(=C(C=C1C)C(C1=CC(=C(C=C1)O)O)C1=C(C(=C(C(=C1)C)O)C)C)C)C bis(4-hydroxy-2,3,5-trimethylphenyl)-3,4-dihydroxyphenyl-methane